N-[(8-hydroxy-5-nitroquinolin-7-yl)(4-methoxyphenyl)methyl]propionamide OC=1C(=CC(=C2C=CC=NC12)[N+](=O)[O-])C(NC(CC)=O)C1=CC=C(C=C1)OC